CC(C)(C)[S@@](=O)N[C@@H](C)C1=NC(=NS1)C1=CC(=NC=C1)C (R)-2-methyl-N-[(1S)-1-[3-(2-methyl-4-pyridyl)-1,2,4-thiadiazol-5-yl]ethyl]propane-2-sulfinamide